2-(7-chloro-4-(methylamino)-2-oxoquinazolin-1(2H)-yl)benzonitrile ClC1=CC=C2C(=NC(N(C2=C1)C1=C(C#N)C=CC=C1)=O)NC